C(C=C)(=O)N1C[C@H](CC[C@H]1C)OC=1N=C2C(=NC1)NC=C2C(=O)N[C@H](COC)C |r| Cis-racemic-2-{[1-acryloyl-6-methylpiperidin-3-yl]oxy}-N-[(2S)-1-methoxypropan-2-yl]-5H-pyrrolo[2,3-b]pyrazine-7-carboxamide